N-(6-(5-(difluoromethyl)-1,2,4-oxadiazol-3-yl)-2,3-dihydrobenzofuran-3-yl)-2-methyl-2H-tetrazole-5-carboxamide FC(C1=NC(=NO1)C1=CC2=C(C(CO2)NC(=O)C=2N=NN(N2)C)C=C1)F